N-[(5,6-dichloro-3-pyridyl)methyl]-1,1-diphenyl-methanimine ClC=1C=C(C=NC1Cl)CN=C(C1=CC=CC=C1)C1=CC=CC=C1